C(C1=CC=CC=C1)(=O)OC1C(CC(CC1)=O)=O 4-benzoyloxy-1,3-cyclohexanedione